C1(CCCCC1)N1N=CC=C1N(C(OC(C)(C)C)=O)C tert-Butyl (1-cyclohexyl-1H-pyrazol-5-yl)(methyl)carbamate